(cis)-tert-butyl 2-(3-(tert-butoxy)-2,2-dimethyl-3-oxopropyl)-6,6-difluoro-1-methylhexahydropyrrolo[3,2-c]pyrazole-4(2H)-carboxylate C(C)(C)(C)OC(C(CN1N([C@@H]2[C@H](C1)N(CC2(F)F)C(=O)OC(C)(C)C)C)(C)C)=O